2-[6-(difluoromethoxy)pyridin-3-yl]-1-[(2S)-7-methyl-6-(pyrimidin-2-yl)-3,4-dihydro-1H-spiro[1,8-naphthyridine-2,3'-pyrrolidin]-1'-yl]propan-1-one FC(OC1=CC=C(C=N1)C(C(=O)N1C[C@]2(CC1)NC1=NC(=C(C=C1CC2)C2=NC=CC=N2)C)C)F